C(CCCCCCCCCCCCCCCCCCCCCC)C(=O)CCCCCCCCCCCCCCCCCCCCCCCC n-tetracosyl triacosyl ketone